2-fluoro-1-(((3-methoxybenzyl)oxy)methyl)-4-nitrobenzene FC1=C(C=CC(=C1)[N+](=O)[O-])COCC1=CC(=CC=C1)OC